N-(5-(2-(((1r,4r)-4-(dimethylamino)cyclohexyl)amino)-8-isopropyl-7-oxo-7,8-dihydropyrido[2,3-d]-pyrimidin-6-yl)pyrimidin-2-yl)-3,3,3-trifluoropropane-1-sulfonamide CN(C1CCC(CC1)NC=1N=CC2=C(N1)N(C(C(=C2)C=2C=NC(=NC2)NS(=O)(=O)CCC(F)(F)F)=O)C(C)C)C